3-(3,4-dimethoxyphenyl)-N-(2-morpholinopyrimidin-4-yl)isoxazol-5-amine COC=1C=C(C=CC1OC)C1=NOC(=C1)NC1=NC(=NC=C1)N1CCOCC1